ClC=1C=C2C(=NC1)C1(C(O2)(C(C(C1=O)C(=O)[O-])C1=CC=CC=C1)C1=CC=C(C=C1)OC(F)(F)F)O 3-chloro-8a-hydroxy-8-oxo-6-phenyl-5a-(4-(trifluoromethoxy)phenyl)-5a,7,8,8a-tetrahydro-6H-cyclopenta[4,5]furo[3,2-b]pyridine-7-carboxylate